N-{(3S,4S)-3-methyl-1-[(3-pyridyl)methyl]-4-piperidyl}-6-{3-[4-(N-methylcarbamoyl)-5-fluoro-2-anisidino]-1-propynyl}-1-(2,2,2-trifluoroethyl)-1H-1,3-benzimidazole-4-carboxamide C[C@H]1CN(CC[C@@H]1NC(=O)C1=CC(=CC=2N(C=NC21)CC(F)(F)F)C#CCNC=2C(OC)=CC(=C(C2)C(NC)=O)F)CC=2C=NC=CC2